8H-tetrazolo[1,5-b][1,2,3]triazolo[4,5-d]pyridazin-6-ol N=1N=NN2N=C(C=3C(C21)=NNN3)O